FC1=CC=C(C=C1)C(CCO)C1CCN(CC1)C(=O)OC(C)(C)C tert-Butyl 4-[1-(4-fluorophenyl)-3-hydroxy-propyl]piperidine-1-carboxylate